CC1(CCC(O1)C(=O)NC=1C(=NN(C1)S(=O)(=O)C)C)C(F)(F)F 5-methyl-N-(3-methyl-1-(methylsulfonyl)-1H-pyrazol-4-yl)-5-(trifluoromethyl)tetrahydrofuran-2-carboxamide